C(C)OCCOCC1=CC=CC(=N1)CN1N=NC2=C1N=C(N=C2)N 6-[2-ethoxyethoxymethyl]pyrid-2-ylmethyl-3H-[1,2,3]triazolo[4,5-d]pyrimidin-5-amine